FC=1C=C(OCC2=CC=C(C=C2)C=2N=C(N3C2C=NC=C3)[C@H]3N(CCC3)C(C=C)=O)C=CC1F (S)-1-(2-(1-(4-((3,4-difluorophenoxy)methyl)phenyl)imidazo[1,5-a]pyrazin-3-yl)pyrrolidin-1-yl)prop-2-en-1-one